C(CCC)N(CCC[SiH](C1=C(C=C)C=CC=C1)COC)CCCC 2-[(3-dibutylaminopropyl)methoxymethylsilyl]styrene